(S)-1-cyano-N-methyl-N-(4-(pyridin-2-yl)thiazol-2-yl)pyrrolidine-2-carboxamide C(#N)N1[C@@H](CCC1)C(=O)N(C=1SC=C(N1)C1=NC=CC=C1)C